C(#N)C=1C(=NC(=CC1C(F)(F)F)C(F)(F)F)N1C(=CC=C1)C(=O)N(C)C1=CC=C(C=C1)F 1-(3-cyano-4,6-bis(trifluoromethyl)pyridin-2-yl)-N-(4-fluorophenyl)-N-methyl-1H-pyrrole-2-carboxamide